3-[1-oxo-5-[1-[(2-phenylpyrazolo[1,5-a]pyridin-6-yl)methyl]-4-piperidinyl]isoindolin-2-yl]piperidine-2,6-dione O=C1N(CC2=CC(=CC=C12)C1CCN(CC1)CC=1C=CC=2N(C1)N=C(C2)C2=CC=CC=C2)C2C(NC(CC2)=O)=O